NCC(CN)(C)N 2-(aminomethyl)-propylenediamine